C(C)(C)(C)OC(=O)[C@@H]1C(N(CC1)C1=NC=C(C(=N1)OCC)C(=O)OCC)NC ethyl 2-[(3s)-3-[(tert-butoxy) carbonyl](methyl) aminopyrrolidin-1-yl]-4-ethoxypyrimidine-5-carboxylate